C(=C)C1NC(OC1C)=O 4-vinyl-5-methyl-oxazolidinone